FC=1C=C(C=NC1C)[C@H]1N(OC(C1)O)C(=O)OC(C)(C)C tert-butyl (3S)-3-(5-fluoro-6-methyl-3-pyridyl)-5-hydroxy-isoxazolidine-2-carboxylate